FC1=C(C(=CC=2SC(=CC21)C(CC(C(=O)OC)(C)C)=O)OC)OCCCOC2=C(C1=CC=C(C=C1C=C2)C(CCC(=O)OC)=O)F Methyl 4-(4-fluoro-5-(3-((1-fluoro-6-(4-methoxy-4-oxobutanoyl)naphthalen-2-yl)oxy)propoxy)-6-methoxybenzo[b]thiophen-2-yl)-2,2-dimethyl-4-oxobutanoate